C(C1=CC=CC=C1)NC(\C=C\C1=CC(=C(C=C1)C(C)(C)C)OC1=CC=CC=C1)=O (E)-N-benzyl-(4-tert-butyl)-3-phenoxycinnamamide